5-(5-(3-benzyl-1-((5-chloropyridin-3-yl)sulfonyl)pyrrolidin-3-yl)-6-methyl-1H-indazol-1-yl)-1-methylpyridin-2(1H)-one C(C1=CC=CC=C1)C1(CN(CC1)S(=O)(=O)C=1C=NC=C(C1)Cl)C=1C=C2C=NN(C2=CC1C)C=1C=CC(N(C1)C)=O